FC(C1=CC=C(C=C1)N1N=NC(=C1COC1=CC=C(N=N1)N1CC(C1)C(=O)N1CC(CCC1)O)C)F (1-(6-((1-(4-(difluoromethyl)phenyl)-4-methyl-1H-1,2,3-triazol-5-yl)methoxy)pyridazine-3-yl)azetidin-3-yl)(3-hydroxypiperidin-1-yl)methanone